FC=1C=C(CNCCC=2N=NN(C2)CCOC2=NC3=C(C4=CN=CC=C24)C=CC(=C3)C(=O)O)C=C(C1OC(F)(F)F)F 5-(2-(4-(2-((3,5-Difluoro-4-(trifluoromethoxy)benzyl)amino)ethyl)-1H-1,2,3-triazol-1-yl)ethoxy)benzo[c][2,6]naphthyridine-8-carboxylic acid